2-{[5-cyclopropyl-1-(2,2-difluoroethyl)-1H-pyrazol-3-yl]methoxy}-4-[5-(trifluoromethyl)-1,2,4-oxadiazol-3-yl]pyridine C1(CC1)C1=CC(=NN1CC(F)F)COC1=NC=CC(=C1)C1=NOC(=N1)C(F)(F)F